O1-tert-butyl O2-methyl (2S,4E)-4-[3-(benzyloxycarbonylamino)-3-methyl-butylidene]-5-oxo-pyrrolidine-1,2-dicarboxylate C(C1=CC=CC=C1)OC(=O)NC(C\C=C\1/C[C@H](N(C1=O)C(=O)OC(C)(C)C)C(=O)OC)(C)C